N-{6-[(3-cyclopropyl-1H-pyrazol-5-yl)amino]-5-methoxy-1,2-benzoxazol-3-yl}-2,6-dimethoxy-4-(6-oxo-5-azaspiro[3.4]octan-5-yl)benzene-1-sulfonamide C1(CC1)C1=NNC(=C1)NC1=CC2=C(C(=NO2)NS(=O)(=O)C2=C(C=C(C=C2OC)N2C3(CCC3)CCC2=O)OC)C=C1OC